C(CCC(=O)[O-])(=O)[O-].C(CCC(=O)O)(=O)O.[Na+].[Na+] disodium disuccinate